(S)-N-(3-amino-1-phenylpropyl)-5-(4-(trifluoromethyl)phenyl)-3,4-dihydroisoquinoline-2(1H)-carboxamide NCC[C@@H](C1=CC=CC=C1)NC(=O)N1CC2=CC=CC(=C2CC1)C1=CC=C(C=C1)C(F)(F)F